C1=CC=CC=2C3=CC=CC=C3C(C12)COC(=O)N[C@H](CCC(=O)N[C@H](CCC(=O)ON1C(CCC1=O)=O)C(=O)OC(C)(C)C)C(=O)OC(C)(C)C 1-(tert-butyl) 5-(2,5-dioxopyrrolidin-1-yl) ((R)-4-((((9H-fluoren-9-yl)methoxy)carbonyl)amino)-5-(tert-butoxy)-5-oxopentanoyl)-D-glutamate